2-(methyl(6-(1-methyl-1H-pyrazol-5-yl)-2,3-dihydrobenzofuran-3-yl)amino)-2-oxoacetic acid CN(C(C(=O)O)=O)C1COC2=C1C=CC(=C2)C2=CC=NN2C